(2S)-4-(4-chloro-3-methoxy-phenyl)-2-(9H-fluoren-9-ylmethoxycarbonyl-amino)-butyric acid ClC1=C(C=C(C=C1)CC[C@@H](C(=O)O)NC(=O)OCC1C2=CC=CC=C2C=2C=CC=CC12)OC